(S)-3-chloro-N-(1-(1-(6-((dimethyl(oxo)-λ6-sulfaneylidene)amino)pyrimidin-4-yl)-3-methyl-1H-1,2,4-triazol-5-yl)ethyl)-5-(trifluoromethoxy)benzamide ClC=1C=C(C(=O)N[C@@H](C)C2=NC(=NN2C2=NC=NC(=C2)N=S(=O)(C)C)C)C=C(C1)OC(F)(F)F